FC=1C(=C(C(=CC1)C)O)C1=C(N=C(N=N1)N1CC[C@H]2[C@@H]1CN(CC2)C)C 3-fluoro-6-methyl-2-(5-methyl-3-((3aS,7aR)-6-methyloctahydro-1H-pyrrolo[2,3-c]pyridin-1-yl)-1,2,4-triazin-6-yl)phenol